methyl-aluminum C[Al]